COC(CCC1(CN(C2=C(OC1)C=C(C=C2)C2=CC=CC=C2)C(=O)OC(C)(C)C)C(=O)OC)=O 5-(tert-butyl) 3-methyl 3-(3-methoxy-3-oxopropyl)-8-phenyl-3,4-dihydrobenzo[b][1,4]oxazepine-3,5(2H)-dicarboxylate